4-(5-(3-((2-(3-carboxy-propanoyl)-6-methoxy-isoindolin-5-yl)oxy)propoxy)-6-methoxythieno[2,3-b]pyridin-2-yl)-4-oxobutanoic acid C(=O)(O)CCC(=O)N1CC2=CC(=C(C=C2C1)OCCCOC=1C=C2C(=NC1OC)SC(=C2)C(CCC(=O)O)=O)OC